C(C)OC(CCOCC1=CC=C(C=C1)COC(=O)OC)=O 3-((4-(((Methoxycarbonyl)oxy)methyl)benzyl)oxy)propanoic acid ethyl ester